8-acetyl-3-(difluoromethyl)-6-fluoro-2-morpholinoquinazolin-4(3H)-one C(C)(=O)C=1C=C(C=C2C(N(C(=NC12)N1CCOCC1)C(F)F)=O)F